8-(1-(2,2-difluoroethyl)-1H-pyrazolo[3,4-b]pyrazin-6-yl)-2-(6-(trifluoromethyl)pyrazin-2-yl)-2,8-diazaspiro[4.5]decan-1-one FC(CN1N=CC=2C1=NC(=CN2)N2CCC1(CCN(C1=O)C1=NC(=CN=C1)C(F)(F)F)CC2)F